(1-methylpyrrolidin-3-yl)quinoline-3,4-diamine CN1CC(CC1)C1=NC2=CC=CC=C2C(=C1N)N